5-(3-cyanophenyl)-1,3,4-oxadiazole-2-carboxylic acid C(#N)C=1C=C(C=CC1)C1=NN=C(O1)C(=O)O